2-[[2-[2-[2-[2-[2-[2,3-bis[(Z)-octadec-9-enoxy]propoxy]ethoxy]ethoxy]ethoxy]ethoxy]-2-oxoethyl]amino]ethyl (2S)-2-amino-3-methoxy-propanoate N[C@H](C(=O)OCCNCC(=O)OCCOCCOCCOCCOCC(COCCCCCCCC\C=C/CCCCCCCC)OCCCCCCCC\C=C/CCCCCCCC)COC